((R)-1-((R)-3-methoxy-2-((S)-5-oxopyrrolidine-2-carboxamido)propanamido)-4-phenylbutyl)boronic acid COC[C@H](C(=O)N[C@@H](CCCC1=CC=CC=C1)B(O)O)NC(=O)[C@H]1NC(CC1)=O